(Methylsulfonyl)picolinate CS(=O)(=O)C=1C(=NC=CC1)C(=O)[O-]